(E)-1-(3-(4-(4-amino-7-methyl-5-(4-((6-methylpyridin-2-yl)oxy)phenyl)-7H-pyrrolo[2,3-d]pyrimidin-6-yl)-1H-pyrazol-1-yl)azetidin-1-yl)but-2-en-1-one NC=1C2=C(N=CN1)N(C(=C2C2=CC=C(C=C2)OC2=NC(=CC=C2)C)C=2C=NN(C2)C2CN(C2)C(\C=C\C)=O)C